5-chloro-N-[(1R)-1-(2,4-dichlorophenyl)ethyl]-2-piperazin-1-yl-pyrimidin-4-amine ClC=1C(=NC(=NC1)N1CCNCC1)N[C@H](C)C1=C(C=C(C=C1)Cl)Cl